(2E)-3-(1,4-dimethyl-1,2,3-benzotriazol-5-yl)acrylic acid ethyl ester C(C)OC(\C=C\C1=C(C2=C(N(N=N2)C)C=C1)C)=O